CC=1SC(=C(N1)C)C=1C=CC(N(N1)CC1CCN(CC1)C1=NC2=CC=CC=C2N=C1C)=O 6-(2,4-dimethyl-1,3-thiazol-5-yl)-2-[[1-(3-methylquinoxalin-2-yl)piperidin-4-yl]methyl]pyridazin-3-one